ethyl 2-(6-(trifluoromethyl)-2,3-dihydrobenzofuran-3-yl)hydrazine-1-carboxylate FC(C1=CC2=C(C(CO2)NNC(=O)OCC)C=C1)(F)F